NC1=C(C=2N(C=C1C(=O)N)C(=NN2)C)C2=C(C(=CC=C2)O)C 7-amino-8-(3-hydroxy-2-methylphenyl)-3-methyl-[1,2,4]triazolo[4,3-a]pyridine-6-carboxamide